[N+]1CCCC1 pyrrolidin-1-ylium